tert-Butyl 4-(3-aminochroman-7-yl)piperazine-1-carboxylate NC1COC2=CC(=CC=C2C1)N1CCN(CC1)C(=O)OC(C)(C)C